[Si](C)(C)(C(C)(C)C)OCC[C@H](C)N1N=C(C=2C=NC(=CC21)Cl)C=2SC(=CN2)C=O 2-[1-[(1S)-3-[tert-butyl(dimethyl)silyl]oxy-1-methyl-propyl]-6-chloro-pyrazolo[4,3-c]pyridin-3-yl]thiazole-5-carbaldehyde